Methyl 2-(4-(4-ethoxy-6-((4-methoxybenzyl)oxy)pyridin-3-yl)-2-fluorophenyl)acetate C(C)OC1=C(C=NC(=C1)OCC1=CC=C(C=C1)OC)C1=CC(=C(C=C1)CC(=O)OC)F